BrC=1C(=CC2=CC=CC=C2C1)C1=NC=CC2=C3C(=C4C(=C12)C=CC(=C4)C(C)(C)C)C=C(C=C3)C(C)(C)C 1-(3-Bromonaphthalen-2-yl)-7,10-di-tert-butyldibenzo[f,h]isoquinoline